O1-benzyl O2,O4-ditert-butyl (2S)-piperazine-1,2,4-tricarboxylate N1([C@@H](CN(CC1)C(=O)OC(C)(C)C)C(=O)OC(C)(C)C)C(=O)OCC1=CC=CC=C1